N,N-Dibutylamin C(CCC)NCCCC